Thiopropionate C(CC)(=S)[O-]